(S)-3-(5-((3-aminopyrrolidin-1-yl)sulfonyl)-2-methylphenyl)-6-(trifluoromethyl)imidazo[1,2-a]pyrazin-8-amine bis(trifluoroacetate) FC(C(=O)O)(F)F.FC(C(=O)O)(F)F.N[C@@H]1CN(CC1)S(=O)(=O)C=1C=CC(=C(C1)C1=CN=C2N1C=C(N=C2N)C(F)(F)F)C